C=C1CC(OCC1)C(=C)CCCCCC 4-methylene-2-(oct-1-en-2-yl)tetrahydro-2H-pyran